N-(1,3-dihydroxy-2-octadecyl)butanamide OCC(C(CCCCCCCCCCCCCCC)O)NC(CCC)=O